methyl-N-(3-(6-(1-methyl-1H-pyrazol-4-yl)pyrazolo[1,5-a]pyrazin-4-yl)phenyl)acrylamide CC(C(=O)NC1=CC(=CC=C1)C=1C=2N(C=C(N1)C=1C=NN(C1)C)N=CC2)=C